NC1C(N(CC1F)C(=O)OC(C)(C)C)CC=1C(=C(C=CC1)C1=C(C=CC=C1)OCCN(C)C(=O)OC(C)(C)C)F tert-butyl 3-amino-2-((2'-(2-((tert-butoxycarbonyl)(methyl)-amino)ethoxy)-2-fluoro-[1,1'-biphenyl]-3-yl)methyl)-4-fluoropyrrolidine-1-carboxylate